tin barium borate B([O-])([O-])[O-].[Ba+2].[Sn+4].B([O-])([O-])[O-]